Methyl 4-(3,4-dihydro-2H-1,3-benzoxazin-8-yl)-2-(3-oxa-8-azabicyclo[3.2.1]octan-8-yl)benzoate dihydrochloride salt Cl.Cl.O1CNCC2=C1C(=CC=C2)C2=CC(=C(C(=O)OC)C=C2)N2C1COCC2CC1